C(C)(C)(C)OC(N[C@@H](CCC(N)=O)[C@@H](C)OCC1=C(C=CC=C1)Br)=O tert-butyl-N-[(3S,4R)-4-[(2-bromophenyl) methoxy]-1-carbamoylpentan-3-yl]carbamate